2-amino-2-(azepan-4-yl)-6-boronohexanoic acid NC(C(=O)O)(CCCCB(O)O)C1CCNCCC1